C(C)C(CN(C)C)N 1-ethyl-N2,N2-dimethylethane-1,2-diamine